tert-butyl (1,3-bis(prop-2-yn-1-yloxy)propan-2-yl)carbamate C(C#C)OCC(COCC#C)NC(OC(C)(C)C)=O